benzyl (S,E)-4-(5-(3-(tert-butoxy)-3-oxoprop-1-en-1-yl)furan-2-yl)-2-methyl-3-oxopiperazine-1-carboxylate C(C)(C)(C)OC(/C=C/C1=CC=C(O1)N1C([C@@H](N(CC1)C(=O)OCC1=CC=CC=C1)C)=O)=O